6-cyano-2-(2'-hydroxyphenyl)imidazo[1,2-a]pyridine C(#N)C=1C=CC=2N(C1)C=C(N2)C2=C(C=CC=C2)O